FC1=CC(=C(C=C1)O)[C@@H]1N(C[C@H](C1)F)C=1C=CC=2N(N1)C(=CN2)N2N=NC(=C2)CCO 4-fluoro-2-((2R,4S)-4-fluoro-1-(3-(4-(2-hydroxyethyl)-1H-1,2,3-triazol-1-yl)imidazo[1,2-b]pyridazin-6-yl)pyrrolidin-2-yl)phenol